2,3-dihydrothieno-[3,4-b][1,4]dioxin O1C=2C(OCC1)=CSC2